(R)-6-(5-(((1-(2-chloropyridin-3-yl)ethoxy)carbonyl)amino)-1-methyl-1H-1,2,3-triazol-4-yl)-4-fluoronicotinic acid ClC1=NC=CC=C1[C@@H](C)OC(=O)NC1=C(N=NN1C)C1=NC=C(C(=O)O)C(=C1)F